ClC=1C=NN(C1C(NC1=NC=C(C=C1C)C#CC=1SC=CC1)=O)C1C[C@@H]2[C@@H](CN(C2)C(=O)NCC)C1 (3aR,5s,6aS)-5-[4-chloro-5-({3-methyl-5-[(thiophen-2-yl)ethynyl]pyridin-2-yl}carbamoyl)-1H-pyrazol-1-yl]-N-ethylhexahydrocyclopenta[c]pyrrole-2(1H)-carboxamide